ClC=1C=C(COC2=CC=C(C=C2)C=2N=C(N3C2C=NC=C3)[C@H]3N(CCC3)C(C=C)=O)C=CC1 (S)-1-(2-(1-(4-((3-chlorobenzyl)oxy)phenyl)imidazo[1,5-a]pyrazin-3-yl)pyrrolidin-1-yl)prop-2-en-1-one